OC1=C(C=C(C=CC(=O)OCC)C=C1)OC Ethyl 4-hydroxy-3-methoxycinnamate